5-(4-chloro-2-fluorophenyl)-2,3-dimethyl-7-(2-methyl-5,6-dihydroimidazo[1,2-a]pyrazin-7(8H)-yl)pyrido[4,3-d]pyrimidin-4(3H)-one ClC1=CC(=C(C=C1)C1=NC(=CC=2N=C(N(C(C21)=O)C)C)N2CC=1N(CC2)C=C(N1)C)F